FC(C1=NN=C(O1)C1=CC(N(C=C1)CC#CC=1C=NC=CC1)=O)F 4-(5-(difluoromethyl)-1,3,4-oxadiazol-2-yl)-1-(3-(pyridin-3-yl)prop-2-yn-1-yl)pyridin-2(1H)-On